C1CC1CCC(C2=CC=CC=C2)(C3=CC(=C(C=C3)F)NC(=O)C4=CC(=NN4C5=CC=CC(=C5)CN)C(F)(F)F)N (+)-N-(5-(1-amino-3-cyclopropyl-1-phenylpropyl)-2-fluorophenyl)-1-(3-(aminomethyl)phenyl)-3-(trifluoromethyl)-1H-pyrazole-5-carboxamide